C(C1=CC=CC=C1)OCC(CCCCN1C[C@@H]([C@H]([C@@H]([C@H](C1)O)O)O)O)F (3S,4R,5R,6S)-1-[6-(benzyloxy)-5-fluorohexyl]-3,4,5,6-azepanetetrol